Racemic-1-(4-cyanophenyl)-3-(isoquinolin-4-yl)-2-oxoimidazolidine-4-carbonitrile C(#N)C1=CC=C(C=C1)N1C(N([C@H](C1)C#N)C1=CN=CC2=CC=CC=C12)=O |r|